5-chloro-1'-{2-[4-(3-hydroxy-1-methanesulfonylcyclobutyl)phenoxy]ethyl}-1,2-dihydrospiro[indole-3,4'-piperidin]-2-one ClC=1C=C2C(=CC1)NC(C21CCN(CC1)CCOC1=CC=C(C=C1)C1(CC(C1)O)S(=O)(=O)C)=O